C(C)(C)(C)C1=C(C(=CC(=C1)CN(C)C)C(C)(C)C)O 2,6-di-tert-butyl-4-(dimethylaminomethyl)phenol